N-(3-chloro-4-iodopyridin-2-yl)-3-fluoropropane-1-sulfonamide ClC=1C(=NC=CC1I)NS(=O)(=O)CCCF